1-Ethyl-N-(4-((4-(4-methylpiperidin-1-yl)phenyl)amino)benzyl)-5-oxopyrrolidine-3-carboxamide C(C)N1CC(CC1=O)C(=O)NCC1=CC=C(C=C1)NC1=CC=C(C=C1)N1CCC(CC1)C